C1(CC1)C1=CC=C(C=C1)C=1C=C(C(=NC1)C1=NC2=C(N(C(C(=C2)C(F)(F)F)=O)CC)N1C)SCC 2-[5-(4-cyclopropylphenyl)-3-(ethylsulfanyl)pyridin-2-yl]-4-ethyl-3-methyl-6-(trifluoromethyl)imidazo[4,5-b]pyridin-5-one